CC(CN1CCNCCC1=O)C 4-(2-methylpropyl)-5-oxo-1,4-diazepan